CS(=O)(=O)O.FC=1C=C(C=CC1)NC(=O)N1CCCC2=CC(=CC=C12)OC1=CC=NC2=CC(=C(C=C12)OC)OC N-(3-fluorophenyl)-6-(6,7-dimethoxyquinolin-4-oxy)-3,4-dihydroquinoline-1(2H)-carboxamide methanesulfonate salt